BrC=1C=C(C(=O)NC2=CC=C(C=C2)OCCC2=CC=CC=C2)C=C(C1)SC 3-bromo-5-(methylthio)-N-(4-phenethoxyphenyl)benzamide